N-[[4-[5-Amino-4-cyano-1-[(1R*,2R*)-2-hydroxycyclopentyl]pyrazol-3-yl]phenyl]methyl]-2-methoxy-benzamide NC1=C(C(=NN1[C@H]1[C@@H](CCC1)O)C1=CC=C(C=C1)CNC(C1=C(C=CC=C1)OC)=O)C#N |o1:6,7|